citronellol carbonate C(O)(=O)OCCC(CCC=C(C)C)C